(3E)-10,10-diheptoxy-3-decen-1-ol C(CCCCCC)OC(CCCCC/C=C/CCO)OCCCCCCC